3,5-di-t-butyl-4-hydroxybenzylamine C(C)(C)(C)C=1C=C(CN)C=C(C1O)C(C)(C)C